(S)-4-amino-7-fluoro-N-(6-((2-fluoropyridin-3-yl)ethynyl)-2,3-dihydrobenzofuran-3-yl)-N,1-dimethyl-1H-pyrazolo[4,3-c]quinoline-8-carboxamide NC1=NC=2C=C(C(=CC2C2=C1C=NN2C)C(=O)N(C)[C@@H]2COC1=C2C=CC(=C1)C#CC=1C(=NC=CC1)F)F